ethyl 5-(((R)-1-(2-(((S)-1-((tert-butyldimethylsilyl)oxy)propan-2-yl)thio)-5-fluorophenyl)ethyl)amino)pyrazolo[1,5-a]pyrimidine-3-carboxylate [Si](C)(C)(C(C)(C)C)OC[C@H](C)SC1=C(C=C(C=C1)F)[C@@H](C)NC1=NC=2N(C=C1)N=CC2C(=O)OCC